C(C)(C)N(CCC1=CNC=2C(=CC=C(C12)O)C)C 3-[2-[Isopropyl(methyl)amino]ethyl]-7-methylindol-4-ol